(E)-1H-indole-5-carbonyl-(tert-butoxy)phosphinic acid N1C=CC2=CC(=CC=C12)C(=O)P(O)(=O)OC(C)(C)C